C(C1=CC=CC=C1)OC1=C(N2C(C3=C(C=CC(=C13)Cl)C1=CC=CC=C1)=NC=N2)C(=O)OC Methyl 6-(benzyloxy)-7-chloro-10-phenyl-[1,2,4]triazolo[5,1-a]isoquinoline-5-carboxylate